methyl (2S)-2-{[(3S,6S)-1,1-difluoro-5-azaspiro[2.4]heptan-6-yl]formamido}-3-[(3S)-2-oxopiperidin-3-yl]propanoate FC1(C[C@@]12CN[C@@H](C2)C(=O)N[C@H](C(=O)OC)C[C@H]2C(NCCC2)=O)F